4-((3-bromo-2-fluorophenyl)amino)-N-(6-((7-chloro-1,2,3,4-tetrahydroacridin-9-yl)amino)hexyl)quinazoline-7-carboxamide BrC=1C(=C(C=CC1)NC1=NC=NC2=CC(=CC=C12)C(=O)NCCCCCCNC=1C2=CC(=CC=C2N=C2CCCCC12)Cl)F